(Z)-3,7-Dimethylnona-1,6-dien-3-yl-2-hydroxybenzoat CC(C=C)(CC\C=C(/CC)\C)OC(C1=C(C=CC=C1)O)=O